C(C)(C)(C)OC(=O)N1C(CCC1)(C(NC1=NC(=CC=C1)Br)=O)NC(=O)OCC1C2=CC=CC=C2C=2C=CC=CC12 ((((9H-fluoren-9-yl)methoxy)carbonyl)amino)-2-((6-bromopyridin-2-yl)carbamoyl)pyrrolidine-1-carboxylic acid tert-butyl ester